ethyl 7-bromo-6-methyl-4-(5-oxospiro[7H-cyclopenta[b]pyridine-6,4'-piperidine]-1'-yl)pyrazolo[1,5-a]pyrazine-2-carboxylate BrC1=C(N=C(C=2N1N=C(C2)C(=O)OCC)N2CCC1(CC2)C(C=2C(=NC=CC2)C1)=O)C